lithium carbamate phosphate (Z)-3-tributylstannylacrylate C(CCC)[Sn](\C=C/C(=O)[O-])(CCCC)CCCC.P(=O)(O)(O)O.C(N)(O)=O.[Li+]